C(C1CCC(CC1)N=C=O)C1CCC(CC1)N=C=O 1,1'-methylenebis-(4-isocyanatocyclohexane)